[(5-methylfuran-2-yl)methyl]-3-[(4-methylpyridazin-3-yl)amino]benzamide CC1=CC=C(O1)CC1=C(C(=O)N)C=CC=C1NC=1N=NC=CC1C